3-(2-ethyl-6-oxo-1,6-dihydropyridin-3-yl)-1-(4-fluoro-2-methylphenyl)-7-(trifluoromethyl)-2,3-dihydroquinazolin-4(1H)-one C(C)C=1NC(C=CC1N1CN(C2=CC(=CC=C2C1=O)C(F)(F)F)C1=C(C=C(C=C1)F)C)=O